COC1=CC=C2C(=N1)COCC2=O 2-methoxy-6H-pyrano[3,4-b]pyridin-5(8H)-one